[Bi](Br)(Br)Br bismuth (iii) bromide